4-trifluoromethylphenyl-boric acid FC(C1=CC=C(C=C1)OB(O)O)(F)F